1-(3-(7-Fluorobenzofuran-5-yl)-6-(3-methoxypropyl)pyrazin-2-yl)piperidine-4-carboxylic acid ethyl ester C(C)OC(=O)C1CCN(CC1)C1=NC(=CN=C1C=1C=C(C2=C(C=CO2)C1)F)CCCOC